OC1(CCN(CC1)C(C[C@@H](C)C1=CC=CC=C1)=O)CN1C=C(C(=CC1=O)C1=CC=CC=C1)C1=NC=CC=C1 (R)-1'-((4-hydroxy-1-(3-phenylbutyryl)piperidin-4-yl)methyl)-4'-phenyl-[2,3'-bipyridyl]-6'(1'H)-one